ClC1=CC=C(C=C1)C1=C(CCC(C1)(C)C)CN1CC2N(C(C1)C2)CC=2C=C1CN(C(C1=CC2F)=O)C2C(NC(CC2)=O)=O 3-(5-((3-((4'-chloro-5,5-dimethyl-3,4,5,6-tetrahydro-[1,1'-biphenyl]-2-yl)methyl)-3,6-diazabicyclo[3.1.1]heptan-6-yl)methyl)-6-fluoro-1-oxoisoindolin-2-yl)piperidine-2,6-dione